6-fluoro-3-(2-hydroxyphenyl)-3,4-dihydroquinazolin FC=1C=C2CN(C=NC2=CC1)C1=C(C=CC=C1)O